BrC=1C=C(C(=NC1)[N+](=O)[O-])O[C@H](C)C1=C(C=CC(=C1)F)N1N=CC=C1CC1=NN(C=C1)COCC[Si](C)(C)C (R)-3-((1-(2-(1-((5-bromo-2-nitropyridin-3-yl)oxy)ethyl)-4-fluorophenyl)-1H-pyrazol-5-yl)methyl)-1-((2-(trimethylsilyl)ethoxy)methyl)-1H-pyrazole